ClC=1C(=CC(=C(C1)N1C(C=CC2=CC(=CC=C12)S(=O)(=O)NC1=NOC=C1)=O)OC)SC(F)(F)F (P)-1-(5-Chloro-2-methoxy-4-((trifluoromethyl)thio)phenyl)-N-(isoxazol-3-yl)-2-oxo-1,2-dihydrochinolin-6-sulfonamid